4,6-dichloro-N-(oxetan-3-yl)-1,3,5-triazin-2-amine ClC1=NC(=NC(=N1)Cl)NC1COC1